C(C)(C)(C)OCC(C=CS(=O)(=O)C)NC(=O)C=1C(=NC(=NC1)C(C)(F)F)OC1=CC=CC=C1 N-(1-(tert-butoxy)-4-(methylsulfonyl)but-3-en-2-yl)-2-(1,1-difluoroethyl)-4-phenoxypyrimidine-5-carboxamide